tris(4-pyridyl)-s-triazine N1=CC=C(C=C1)C1=NC(=NC(=N1)C1=CC=NC=C1)C1=CC=NC=C1